ClC1=NC=C(C2=C1C(NC2C2=C(C=CC(=C2)F)Cl)=O)NC(C2=CC(=CC(=C2)C(F)(F)F)F)=O N-[4-chloro-1-(2-chloro-5-fluorophenyl)-3-oxo-1h,2h,3h-pyrrolo[3,4-c]pyridin-7-yl]-3-fluoro-5-(trifluoromethyl)benzamide